butyl 3-(5-((R)-3-hydroxy-1-methyl-2-oxopyrrolidin-3-yl)isoxazol-3-yl)piperidine-1-carboxylate O[C@@]1(C(N(CC1)C)=O)C1=CC(=NO1)C1CN(CCC1)C(=O)OCCCC